C1(=CC=CC=C1)C1C2(CCC1)C1CCC(C2O)C1 phenylspiro[bicyclo[2.2.1]heptane-2,1'-cyclopentan]-3-ol